N-(3-(4-carbamoyl-2H-1,2,3-triazol-2-yl)-4-methylphenyl)-3-methyl-6-azabicyclo[3.1.1]heptane-6-carboxamide C(N)(=O)C1=NN(N=C1)C=1C=C(C=CC1C)NC(=O)N1C2CC(CC1C2)C